C(=C)C1=CC=C(C=C1)B(OCC)OCC diethyl (4-vinylphenyl)boronate